C[N+]1(CCOCC1)[O-] N-Methyl-morpholin-N-oxid